(3S)-3-methylglutamine C[C@H]([C@H](N)C(=O)O)CC(N)=O